naphthalene-1,3-diol C1(=CC(=CC2=CC=CC=C12)O)O